COC1=NC=CC=C1C=1C=NN2C1N=C(C=C2)N2CCN(C1(CC1)C2)C(=O)[O-] 7-(3-(2-methoxypyridin-3-yl) pyrazolo[1,5-a]pyrimidin-5-yl)-4,7-diazaspiro[2.5]octane-4-carboxylate